4-hydroxychroman-8-sulfonamide OC1CCOC2=C(C=CC=C12)S(=O)(=O)N